C1(CC1)C1=C(C=C(C(=O)O)C=C1)S(NC1=C(C=CC(=C1)C=1C=NSC1C)C1=CC=CC=C1)(=O)=O 4-cyclopropyl-3-(N-(4-(5-methylisothiazol-4-yl)-[1,1'-biphenyl]-2-yl)sulfamoyl)benzoic acid